C(C)(C)(C)[C@H]1OC[C@@](N1C(=O)OC(C)(C)C)(C)C(=O)N1CCN(CC1)C(NC1=NC(N(C=C1)C1=CC(=C(C=C1)C=O)C)=O)=O tert-butyl (2R,4S)-2-(tert-butyl)-4-(4-((1-(4-formyl-3-methylphenyl)-2-oxo-1,2-dihydropyrimidin-4-yl)carbamoyl)piperazine-1-carbonyl)-4-methyloxazolidine-3-carboxylate